Prop-2-en-1-yl 2,3-di-O-benzoyl-α-D-galactopyranoside C(C1=CC=CC=C1)(=O)O[C@H]1[C@@H](OCC=C)O[C@@H]([C@@H]([C@@H]1OC(C1=CC=CC=C1)=O)O)CO